NC=1C(=NC=C(N1)C1CC1)C(=O)OC methyl 3-amino-5-cyclopropylpyrazine-2-carboxylate